2-(5-(cyclopropylmethyl)-4-(3-fluoro-4-sulfamoylbenzyl)-3-(3-((5-isopropylthiophen-2-yl)ethynyl)phenyl)-1H-pyrazol-1-yl)thiazole-4-carboxylic acid C1(CC1)CC1=C(C(=NN1C=1SC=C(N1)C(=O)O)C1=CC(=CC=C1)C#CC=1SC(=CC1)C(C)C)CC1=CC(=C(C=C1)S(N)(=O)=O)F